N1C=CC2=CC(=CC=C12)S(=O)(=O)N1N=C(C=C1)C(=O)NC1=CC(=C(C=C1)CC(C)C)F 1-((1H-indol-5-yl)sulfonyl)-N-(3-fluoro-4-isobutylphenyl)-1H-pyrazole-3-carboxamide